OC1=C(C(N(C2=CC(=CC(=C12)OC)O)C)=O)C(=O)N(C1=CC=C(C=C1)C(F)(F)F)C 4,7-Dihydroxy-5-methoxy-N,1-dimethyl-2-oxo-N-(4-(trifluoromethyl)phenyl)-1,2-dihydroquinoline-3-carboxamide